N-(6-(hydroxymethyl)-8-(methylamino)-2,7-naphthyridin-3-yl)cyclopropanecarboxamide OCC=1C=C2C=C(N=CC2=C(N1)NC)NC(=O)C1CC1